[Si](C)(C)(C(C)(C)C)O[C@@H]1C[C@@H](N(C1)C(=O)OC(C)(C)C)C#C tert-Butyl (2R,4R)-4-((tert-butyldimethylsilyl)oxy)-2-ethynylpyrrolidine-1-carboxylate